C(C)OC(C(CC)C1(C(=NNC1=O)C)N(O)C(=O)OC(C)(C)C)=O (4-{[(tert-butoxy)carbonyl](hydroxy)amino}-3-methyl-5-oxo-4,5-dihydro-1H-pyrazol-4-yl)butanoic acid ethyl ester